5-(6-((4'-chloro-5,5-dimethyl-3,4,5,6-tetrahydro-[1,1'-biphenyl]-2-yl)methyl)-3,6-diazabicyclo[3.1.1]heptan-3-yl)-2-(2,6-dioxopiperidin-3-yl)isoindoline-1,3-dione ClC1=CC=C(C=C1)C1=C(CCC(C1)(C)C)CN1C2CN(CC1C2)C=2C=C1C(N(C(C1=CC2)=O)C2C(NC(CC2)=O)=O)=O